tert-butyl (E)-4-(2-((5-(((4-((2-chlorobenzyl)amino)-6-(1-methylcyclopropoxy)pyrimidin-5-yl)imino) methyl)-4-methylpyridin-2-yl)oxy)ethyl)piperazine-1-carboxylate ClC1=C(CNC2=NC=NC(=C2\N=C\C=2C(=CC(=NC2)OCCN2CCN(CC2)C(=O)OC(C)(C)C)C)OC2(CC2)C)C=CC=C1